[N+](=O)([O-])C=1C=2N(C=CC1)C(=CN2)CC(F)(F)F 8-nitro-3-(2,2,2-trifluoroethyl)-imidazo[1,2-a]pyridine